1-deoxy-1-[methyl-(tetradecanoyl)amino]-D-glucitol CN(C[C@H](O)[C@@H](O)[C@H](O)[C@H](O)CO)C(CCCCCCCCCCCCC)=O